C(CCCCC(C)C)OC(CCC1CC(CC(C1)CCC(=O)OCCCCCC(C)C)CCC(=O)OCCCCCC(C)C)=O Tri(isooctyl)-cyclohexan-1,3,5-tripropionat